NC=1C=2N(C(=CN1)C)C(=NC2C2=CC=C(C=C2)NC(C(O)C2=CC(=CC=C2)F)=O)C N-(4-(8-amino-3,5-dimethylimidazo[1,5-a]pyrazin-1-yl)phenyl)-2-(3-fluorophenyl)-2-hydroxyacetamide